C(#N)C=1C(=NC(=C(C1CC)C#N)N1C[C@@H](N[C@@H](C1)C)C)SC(C(=O)N)C1=CC=CC=C1 2-((3,5-dicyano-6-((3S,5R)-3,5-dimethylpiperazin-1-yl)-4-ethylpyridin-2-yl)thio)-2-phenylacetamide